2-amino-N-isopropyl-5-(4-(2-methoxy-2-phenylacetamido)-2-methylphenyl)nicotinamide NC1=C(C(=O)NC(C)C)C=C(C=N1)C1=C(C=C(C=C1)NC(C(C1=CC=CC=C1)OC)=O)C